ClC1=C(OC2=CC=CC3=C2NC(=NS3(=O)=O)NCC3=NC=C(C(=O)OCC)C=C3)C=CC=C1 ethyl 6-(((5-(2-chlorophenoxy)-1,1-dioxido-4H-benzo[e][1,2,4]thiadiazin-3-yl)amino)methyl)nicotinate